4,5-dimethyl-5-(trifluoromethyl)tetrahydrofuran-2-carboxylic acid CC1CC(OC1(C(F)(F)F)C)C(=O)O